CC1=CC=C(C=C1)S(=O)(=O)OC=1N=C(N(C(C1C)=O)C1=C(C(=C(C=C1)F)Cl)Cl)C 1-(2,3-dichloro-4-fluorophenyl)-2,5-dimethyl-6-oxo-1,6-dihydropyrimidin-4-yl 4-methylbenzene-1-sulfonate